N,2,2-trimethyl-N-(pyridin-4-ylmethyl)butanamide CN(C(C(CC)(C)C)=O)CC1=CC=NC=C1